BrC1CCC=2C=C(C=3C=C(N=CC3C21)Cl)S(=O)(=O)NCC(C)(C)F 9-bromo-3-chloro-N-(2-fluoro-2-methyl-propyl)-8,9-dihydro-7H-cyclopenta[h]isoquinoline-5-sulfonamide